FC1=C(C=CC=C1C[C@@H]1N(CC[C@@H]1NS(=O)(=O)C)C(C(C)C)=O)C1=CC(=CC=C1)F N-(cis-2-((2,3'-difluorobiphenyl-3-yl)methyl)-1-isobutyrylpyrrolidin-3-yl)methanesulfonamide